N-(3,5-dimethyl-1,2-oxazol-4-yl)-5-fluoro-4-(3-oxo-5,6,7,8-tetrahydro[1,2,4]triazolo[4,3-a]-pyridin-2(3H)-yl)-2-{[(2S)-1,1,1-trifluoropropan-2-yl]oxy}benzamide CC1=NOC(=C1NC(C1=C(C=C(C(=C1)F)N1N=C2N(CCCC2)C1=O)O[C@H](C(F)(F)F)C)=O)C